C(CC(C)CCCC(C)CCCC(C)CCCC(C)C)C(O)CCC(C)CCCC(C)CCCC(C)CCCC(C)C Diphytanyl-Methanol